Tert-butyl (3S,4R)-3-fluoro-4-((2-((E)-(((tetrahydrofuran-3-yl)oxy)imino)methyl)-3-(2,2,2-trifluoroethyl)benzo[b]thiophen-7-yl)amino)pyrrolidine-1-carboxylate F[C@H]1CN(C[C@H]1NC1=CC=CC2=C1SC(=C2CC(F)(F)F)/C=N/OC2COCC2)C(=O)OC(C)(C)C